CC1=NNC=C1C=1C=CC=2N(C1N1CCOCC1)N=C(N2)NC2CNCCC2 6-(3-methyl-1H-pyrazol-4-yl)-5-morpholino-N-(piperidin-3-yl)-[1,2,4]triazolo[1,5-a]pyridin-2-amine